N1=C(N=CC=C1)CS(=O)(=O)N pyrimidin-2-ylmethylsulfonamide